(S)-N-(1-(4-(N-bicyclo[1.1.1]pent-1-ylsulfamoyl)-3-cyanophenylamino)-1-oxo-3-phenylpropan-2-yl)-4-fluorobenzamide C12(CC(C1)C2)NS(=O)(=O)C2=C(C=C(C=C2)NC([C@H](CC2=CC=CC=C2)NC(C2=CC=C(C=C2)F)=O)=O)C#N